4-(1-(4-Cyclobutyl-2-methyl-5-(3,4,6,7-tetrahydropyrano[3,4-d]imidazol-2-yl)benzoyl)-4-fluoropiperidin-4-yl)benzonitrile C1(CCC1)C1=CC(=C(C(=O)N2CCC(CC2)(F)C2=CC=C(C#N)C=C2)C=C1C1=NC2=C(N1)COCC2)C